ClC=1C(=CC(=NC1)N[C@H]1[C@@H](CN(CC1)S(=O)(=O)C)O)C=1C=C(C2=C(N(C(=N2)[C@H](C)O)C(C)C)C1)F (3R,4R)-4-[(5-chloro-4-{4-fluoro-2-[(1s)-1-hydroxyethyl]-1-(propan-2-yl)-1H-benzimidazol-6-yl}pyridin-2-yl)amino]-1-(methanesulfonyl)piperidin-3-ol